COC=1C=C(C=CC1)C1=C(C(=NN1C1=CC=CC=C1)C)/C=C/C(=O)C1=CC(=C(C(=C1)OC)OC)OC (E)-3-(5-(3-methoxyphenyl)-3-methyl-1-phenyl-1H-pyrazol-4-yl)-1-(3,4,5-trimethoxyphenyl)prop-2-en-1-one